C(C)OC(=O)C=1N=C(OC1C1=CC(=CC=C1)C(F)(F)F)C1=CC=C(C=C1)C(F)(F)F 5-(3-(trifluoromethyl)phenyl)-2-(4-(trifluoromethyl)phenyl)Oxazole-4-carboxylic acid ethyl ester